ClC1=CC2=C(N(C(N=C2N2C[C@H](N(C[C@@H]2C)C(=O)OC(C)(C)C)C)=O)CC(C)(C)C)N=C1C1=C(C=CC=C1)F tert-butyl (2R,5S)-4-(6-chloro-7-(2-fluorophenyl)-1-neopentyl-2-oxo-1,2-dihydropyrido[2,3-d]pyrimidin-4-yl)-2,5-dimethylpiperazine-1-carboxylate